ClC1=CC=C2C(OC3(CCN(CC3)CC=3C=NN(C3)C(C)C)C2=C1)C(=O)NC 6-chloro-1'-((1-isopropyl-1H-pyrazol-4-yl)methyl)-N-methyl-3H-spiro[isobenzofuran-1,4'-piperidine]-3-carboxamide